FC=1C=C(C=C(C1)F)C=1C=C2C(=NC1)NC(N2CC2=CC=C(C=C2)OC)=O 6-(3,5-difluorophenyl)-1-[(4-methoxyphenyl)methyl]-3H-imidazo[4,5-b]pyridin-2-one